1-(3,5-dibromopyridin-4-yl)ethan-1-ol BrC=1C=NC=C(C1C(C)O)Br